4,7-dichloro-2-oxo-1-phenyl-1,2-dihydroquinoline-3-carbonitrile ClC1=C(C(N(C2=CC(=CC=C12)Cl)C1=CC=CC=C1)=O)C#N